C(C1=CC=CC=C1)OC(=O)N1CCC2(CC1)CCC(CC2)CN2CCNCC2.O=C2C(C(=NN2C2=CC=C(C(=O)NCC1=CC=NC=C1)C=C2)C2=CC=CC=C2)NNC2=CC=CC=C2 4-(5-oxo-3-phenyl-4-(2-phenylhydrazino)-4,5-dihydro-1H-pyrazol-1-yl)-N-(pyridin-4-ylmethyl)benzamide Benzyl-9-(piperazin-1-ylmethyl)-3-azaspiro[5.5]undecane-3-carboxylate